ClCC(=O)N1CC(C2=C1C=C(C=1N2N=CN1)CC1=C(C=C(C=C1)F)Cl)(C)C 2-chloro-1-(4-(2-chloro-4-fluorobenzyl)-8,8-dimethyl-7,8-dihydro-6H-pyrrolo[2,3-e][1,2,4]triazolo[1,5-a]pyridin-6-yl)ethan-1-one